(2R,5R,10S)-10-methyl-4-(4-(trifluoromethyl)bicyclo[2.2.1]heptane-1-carbonyl)-2,3,4,5-tetrahydro-2,5-methanopyrido[3,4-f][1,4]oxazepine-9-carbonitrile C[C@@H]1[C@H]2OC3=C([C@@H]1N(C2)C(=O)C21CCC(CC2)(C1)C(F)(F)F)C=NC=C3C#N